ClC1=CC=C(S1)C1=NN(C2=CC=C(C=C12)C(=O)O)CC(F)F 3-(5-chlorothien-2-yl)-1-(2,2-difluoroethyl)-1H-indazole-5-carboxylic acid